N-(tert-butyldimethylsilyl)-5-((dimethylamino)methyl)-3-fluorothiophene-2-sulfonamide [Si](C)(C)(C(C)(C)C)NS(=O)(=O)C=1SC(=CC1F)CN(C)C